5-methyl-2-(2',4,6'-trifluoro-6-methoxy-[1,1'-biphenyl]-3-yl)-4-((3-(trifluoromethyl)phenyl)carbamoyl)-1H-imidazole 3-oxide CC1=C([N+](=C(N1)C=1C=C(C(=CC1F)OC)C1=C(C=CC=C1F)F)[O-])C(NC1=CC(=CC=C1)C(F)(F)F)=O